FC1=C2C(COCC2=CC(=C1)F)NC(OC(C)(C)C)=O tert-butyl (5,7-difluoroisochroman-4-yl)carbamate